(S)-3-(5-(4-((7-oxa-2-azaspiro[3.5]nonan-2-yl)methyl)pyridin-2-yl)-1-oxoisoindolin-2-yl)piperidine-2,6-dione C1N(CC12CCOCC2)CC2=CC(=NC=C2)C=2C=C1CN(C(C1=CC2)=O)[C@@H]2C(NC(CC2)=O)=O